ClC1=C(C=C(C(=C1)OC)C)C=1N=C(SC1C)N([C@@H](CC1CC1)C1=CC(=C(C=C1)CO)F)CC#C (S)-{4-[1-{[4-(2-chloro-4-methoxy-5-methylphenyl)-5-methyl-1,3-thiazol-2-yl](prop-2-yn-1-yl)amino}-2-cyclopropylethyl]-2-fluorophenyl}methanol